BrC1=CC(=C(OC2=CC(=C(C=C2)O)S(=O)(=O)N2CC(C2)O[Si](C)(C)C(C)(C)C)C(=C1)Cl)Cl 4-(4-bromo-2,6-dichloro-phenoxy)-2-[3-[tert-butyl-(dimethyl)silyl]oxyazetidin-1-yl]sulfonyl-phenol